OCCS(=O)(=O)CC1CN(C1)C(=O)OC(C)(C)C tert-butyl 3-[(2-hydroxyethanesulfonyl)methyl]azetidine-1-carboxylate